5-amino-3-(2-phenylpropyl)-1,2,3-oxadiazole-3-ium chloride [Cl-].NC1=C[N+](=NO1)CC(C)C1=CC=CC=C1